3-((7-chloro-1-methyl-6-((4-morpholinopyrazolo[1,5-a]pyrazin-3-yl)oxy)-1H-imidazo[4,5-b]pyridin-2-yl)amino)-1-(2-hydroxyethyl)-5-(trifluoromethyl)pyridin-2(1H)-one ClC1=C2C(=NC=C1OC=1C=NN3C1C(=NC=C3)N3CCOCC3)N=C(N2C)NC=2C(N(C=C(C2)C(F)(F)F)CCO)=O